COC[SiH2]C=1NC=CC1 methoxymethyl-2-pyrrolyl-silane